1-cyclobutyl-4-((5-(3-fluorophenyl)thiazol-2-yl)methyl)piperazine-2,3-dione C1(CCC1)N1C(C(N(CC1)CC=1SC(=CN1)C1=CC(=CC=C1)F)=O)=O